C(C)(C)(C)OC(NC1=NC=C(C=C1C)NC(C(=O)N1C(CCCC1)C1CCCCC1)=O)=O.NC1=NC(=CC(=N1)NC(CCO)CCC)CC1=CC=C(C=C1)C(=O)N1CCNCC1 2-Amino-4-((1-hydroxyhexane-3-yl)amino)-6-(4-(piperazine-1-carbonyl)benzyl)pyrimidine tert-butyl-N-[5-[[2-(2-cyclohexyl-1-piperidyl)-2-oxo-acetyl]amino]-3-methyl-2-pyridyl]carbamate